O(CCCC)C1C(C(CC2=CC=CC=C12)CCC)C 1-butoxyl-2-methyl-3-propyl-tetralin